C1(CCC1)CC1(N(C(C2=CC=CC=C12)=O)C1CC(NC(C1)=O)=O)NC1CCC(CC1)NCCC(F)(F)F 4-((cyclobutylmethyl)((1s,4s)-4-((3,3,3-trifluoropropyl)amino)cyclohexyl)amino-1-oxoisoindolin-2-yl)piperidine-2,6-dione